N-(4-chloro-2-nitrophenyl)-4-(2-(pyrrolidin-1-yl)benzyl)piperazine-1-carboxamide ClC1=CC(=C(C=C1)NC(=O)N1CCN(CC1)CC1=C(C=CC=C1)N1CCCC1)[N+](=O)[O-]